3,3-bis(4-hydroxyphenyl)butyric acid OC1=CC=C(C=C1)C(CC(=O)O)(C)C1=CC=C(C=C1)O